2-chromanone O1C(CCC2=CC=CC=C12)=O